C(C=C)(=O)[O-].C(C)(C)(C)S(=O)(=O)O.[Na+] sodium tert-butylsulfonate acrylate